O1C(=NN=C1)NC(=O)C1=NC=NC(=C1)C1=CC(=C(C=C1)Cl)Cl 6-(3,4-Dichloro-phenyl)-pyrimidine-4-carboxylic acid [1,3,4]oxadiazol-2-ylamide